ClC1=NC(=NC(=N1)C1=CC=CC=C1)C1=CC=C(C=C1)C1=NC=CC=C1 2-chloro-4-phenyl-6-(4-(pyridin-2-yl)phenyl)-1,3,5-triazine